[Fe].ClC=1C=C(C=C(C1)SCCC)NC(=O)C=1SC=C(C1)C1=NC=CC=C1C N-(3-chloro-5-(propylsulfanyl)phenyl)-4-(3-methylpyridin-2-yl)thiophene-2-carboxamide iron